FC1=C(C(=CC2=CN(N=C12)C)C1=NC=2C=CN(C(C2C=C1)=O)[C@@H]1CNCC1)O 2-(7-fluoro-6-hydroxy-2-methyl-indazol-5-yl)-6-[(3S)-pyrrolidin-3-yl]-1,6-naphthyridin-5-one